CN(CC=CC(=O)N1C2CN(CC1C2)C(=O)C2=CC=C(S2)CCC(=O)NCCCCCCCNC(C2=CC=CC=C2)=O)C N-(7-(3-(5-(6-(4-(dimethylamino)but-2-enoyl)-3,6-diazabicyclo[3.1.1]heptane-3-carbonyl)thiophen-2-yl)propanamido)heptyl)benzamide